FC(N1N=CC(=C1C=1C=CC=NC1)NC([C@@H](C=C)C)=O)F 5-(1-(difluoromethyl)-4-((R)-2-methylbut-3-eneamido)-1H-pyrazol-5-yl)pyridin